C(C)(C)(C)N(C(O)=O)CC(=O)N1[C@H]2C[C@H]2C[C@H]1C#N.OC(C)(C)C1=CC=C(C=C1)C(=C)C 1-(α-hydroxyisopropyl)-4-isopropenylbenzene tert-butyl-(2-((1S,3S,5S)-3-cyano-2-azabicyclo[3.1.0]hexan-2-yl)-2-oxoethyl)carbamate